5-chloro-N-[3-[1-(4,5-dimethyl-1H-imidazol-2-yl)imidazo[1,5-a]pyridin-6-yl]-2,4-difluorophenyl]-2-methylpyridine-3-sulfonamide ClC=1C=C(C(=NC1)C)S(=O)(=O)NC1=C(C(=C(C=C1)F)C=1C=CC=2N(C1)C=NC2C=2NC(=C(N2)C)C)F